Methyl (E)-3-(3-methylquinolin-7-yl)acrylate CC=1C=NC2=CC(=CC=C2C1)/C=C/C(=O)OC